4-(4-(naphthalene-1-yl)thiophene-2-yl)-4-oxobutyric acid C1(=CC=CC2=CC=CC=C12)C=1C=C(SC1)C(CCC(=O)O)=O